CNC1=C(C(=CC=C1)NC)N1N=CC=C1 1-(2,6-dimethylaminophenyl)-pyrazole